Methyl 3-(quinolin-4-ylthio)propanoate N1=CC=C(C2=CC=CC=C12)SCCC(=O)OC